C(C)(=O)N1CCN(CC1)C1=CC(=NC(=N1)NC1CCC(CC1)(F)F)N1N=C(C=C1)C=O 1-(6-(4-acetylpiperazin-1-yl)-2-((4,4-difluorocyclohexyl)amino)pyrimidin-4-yl)-1H-pyrazole-3-carbaldehyde